Cl.COC1=CC=C(C=C1)C1=NC(=NC(=C1)C1=CC(=CC=C1)[N+](=O)[O-])N=C(NCC1=CC=C(C=C1)C)N 2-(4-(4-methoxyphenyl)-6-(3-nitrophenyl)pyrimidin-2-yl)-1-(4-methyl-benzyl)guanidine hydrochloride